ethyl (2R,4S)-5-([1,1'-biphenyl]-4-yl)-4-amino-2-methylpentanoate hydrochloride Cl.C1(=CC=C(C=C1)C[C@H](C[C@H](C(=O)OCC)C)N)C1=CC=CC=C1